6-[3-(6-fluoro-4-methyl-3-pyridyl)-7,8-dihydro-5H-1,6-naphthyridin-6-yl]-5-methyl-N-(4-pyridylmethyl)pyridine-3-carboxamide FC1=CC(=C(C=N1)C=1C=NC=2CCN(CC2C1)C1=C(C=C(C=N1)C(=O)NCC1=CC=NC=C1)C)C